N-((2S)-1,1-dicyclopropyl-3-((2-fluoro-5-methoxy-4-(1-oxo-1-((2,2,2-trifluoroethyl)amino)propan-2-yl)phenyl)amino)-3-oxopropan-2-yl)-1-isopropyl-1H-pyrazole-5-carboxamide C1(CC1)C([C@@H](C(=O)NC1=C(C=C(C(=C1)OC)C(C(NCC(F)(F)F)=O)C)F)NC(=O)C1=CC=NN1C(C)C)C1CC1